OC(C#CC1=CC2=C(OC[C@@H](C(N2C)=O)NC(=O)C=2N=C3SC=C(N3C2)C2=CC=CC=C2)C=C1)(C)C (S)-N-(7-(3-Hydroxy-3-methylbut-1-yn-1-yl)-5-methyl-4-oxo-2,3,4,5-Tetrahydrobenzo[b][1,4]oxazepine-3-yl)-3-phenylimidazo[2,1-b]thiazole-6-carboxamide